(E)-1-(2-Decoxy-6-hydroxyphenyl)-3-(4-hydroxyphenyl)prop-2-en-1-one C(CCCCCCCCC)OC1=C(C(=CC=C1)O)C(\C=C\C1=CC=C(C=C1)O)=O